ClC=1C=C(C=2CCC(C2C1)O)S(=O)(=O)NC1=C(C(=C(C=C1)F)C=1C=C2C=NC(=NC2=CC1)NC1CCC(CC1)N1CCOCC1)F 6-chloro-N-(2,4-difluoro-3-(2-((4-morpholinocyclohexyl)amino)quinazolin-6-yl)phenyl)-1-hydroxy-2,3-dihydro-1H-indene-4-sulfonamide